N1C(=NC=C1)C1CC2(CN(C2)C(=O)OC(C)(C)C)C1 tert-butyl 6-(1H-imidazol-2-yl)-2-azaspiro[3.3]heptane-2-carboxylate